OCCCCCCCCOC1=CC=C2C=CC(OC2=C1)=O 7-(8-hydroxyoctyloxy)coumarin